(4-hydroxybenzylidene)-4-(4-methoxyphenyl)furan-2(5H)-one OC1=CC=C(C=C2C(=CC(O2)=O)C2=CC=C(C=C2)OC)C=C1